C(CCCCCCCCCCCCCCCCCCCCCCC)OC[C@@H](OCCCCCCCCCCCCCCCCCCCCCCCC)COP(=O)([O-])OCC[N+](C)(C)C 1,2-bis(tetracosanyl)-sn-glycero-3-phosphocholine